6-chloro-2-((cyclopropylmethyl)amino)-8-(4-(difluoromethoxy)phenyl)pteridine ClC1=NC=2C=NC(=NC2N(C1)C1=CC=C(C=C1)OC(F)F)NCC1CC1